3-(1-oxo-5-(piperidin-2-yl)isoindolin-2-yl)azepane-2,7-dione O=C1N(CC2=CC(=CC=C12)C1NCCCC1)C1C(NC(CCC1)=O)=O